S1N=CC(=C1)NC1=CC=C(C(=N1)C(=O)NCC=1C=NC(=NC1)C(F)(F)F)OC 6-(isothiazol-4-ylamino)-3-methoxy-N-[[2-(trifluoromethyl)pyrimidin-5-yl]methyl]pyridine-2-carboxamide